17,19-dimethyl-pentatriacontane CC(CCCCCCCCCCCCCCCC)CC(CCCCCCCCCCCCCCCC)C